(2S,4r)-N-((S)-(5-(3,3-difluorocyclobutyl)-6-fluoropyridin-2-yl)(phenyl)methyl)-4-fluoropyrrolidine FC1(CC(C1)C=1C=CC(=NC1F)[C@@H](N1CC[C@H](C1)F)C1=CC=CC=C1)F